1-cyclohexylpiperazine C1(CCCCC1)N1CCNCC1